N1(CCOCC1)P(N1CCOCC1)N1CCOCC1 tris(4-morpholinyl)phosphine